OC1=CC(=C2C(=CC(OC2=C1)=O)C1=CC=CC=C1)OCCCCCCCCCCNC(C(C1=C(NC2=CC=CC=C12)C1=CC=CC=C1)=O)=O (10-((7-hydroxy-2-oxo-4-phenyl-2H-chromen-5-yl)oxy)decyl)-2-oxo-2-(2-phenyl-1H-indol-3-yl)acetamide